6-(azetidin-3-yl)-N-(4-phenoxyphenyl)pyrido[3,2-d]pyrimidin-4-amine N1CC(C1)C=1C=CC=2N=CN=C(C2N1)NC1=CC=C(C=C1)OC1=CC=CC=C1